4-((4-methoxybenzyl)amino)imidazo[1,5-a]pyrido[2,3-e]pyrazine-8-carboxylic acid COC1=CC=C(CNC=2C=3N(C4=C(N2)N=CC(=C4)C(=O)O)C=NC3)C=C1